CN1C(C(=C(C12C=CC(C=C2)=O)C2=CC=CC=C2)S(=O)(=O)C)=O 1-Methyl-3-(methylsulfonyl)-4-phenyl-1-azaspiro[4.5]deca-3,6,9-triene-2,8-dione